C1(=CC=CC=C1)CSC1=NC(=NC(=C1)C1=CC=C(C=C1)F)NC(C)(C)C 4-(Phenylmethylthio)-N-(tert-butyl)-6-(4-fluorophenyl)pyrimidin-2-amine